OCC1=C(CN2C(=CC=C2)C(=O)OC)C=CC=C1 methyl 1-(2-(hydroxymethyl) benzyl)-1H-pyrrole-2-carboxylate